3-BUTOXY-5-CHLOROPHENYLBORONIC ACID C(CCC)OC=1C=C(C=C(C1)Cl)B(O)O